COC(=O)C=1CCN(CC1)C1=NC=C(C2=C1N=CN2COCC[Si](C)(C)C)C(F)(F)F 1-(7-(trifluoromethyl)-1-((2-(trimethylsilyl)ethoxy)methyl)-1H-imidazo[4,5-c]pyridin-4-yl)-1,2,3,6-tetrahydropyridine-4-carboxylic acid methyl ester